1-[3-[[7-(2-amino-7-fluoro-1,3-benzothiazol-4-yl)-6-chloro-8-fluoro-quinazolin-4-yl]amino]azetidin-1-yl]-3-trimethylsilyl-prop-2-yn-1-one NC=1SC2=C(N1)C(=CC=C2F)C2=C(C=C1C(=NC=NC1=C2F)NC2CN(C2)C(C#C[Si](C)(C)C)=O)Cl